CC1=NOC=C1C(=O)NCC(=O)O 2-[(3-methylisoxazole-4-carbonyl)amino]acetic acid